FC1(OC2=C(O1)C=CC(=C2)N(C(=O)C=2C=C(C=CC2)N2N=C(C=1CCCC(C21)OC=2C=CC(=NC2)C(=O)O)C(F)(F)F)C)F 5-[[1-[3-[(2,2-Difluoro-1,3-benzodioxol-5-yl)-methylcarbamoyl]phenyl]-3-(trifluoromethyl)-4,5,6,7-tetrahydroindazol-7-yl]oxy]pyridine-2-carboxylic acid